C(C1CO1)C1C2C(CCC1)O2 (2,3-epoxypropyl)2,3-epoxycyclohexane